((R)-3-(2-Chloro-3,6-difluorophenyl)morpholino)-N-((R,E)-4-(methylsulfonyl)but-3-en-2-yl)pyrazine-2-carboxamid ClC1=C(C(=CC=C1F)F)[C@@H]1COCCN1C=1C(=NC=CN1)C(=O)N[C@H](C)\C=C\S(=O)(=O)C